BrC=1C(=C(C=CC1)NC(=O)NC1=CC(=CC(=C1)OC)Br)CO 1-(3-bromo-2-hydroxymethylphenyl)-3-(3-bromo-5-methoxyphenyl)urea